2-((1r,4r)-4-ethoxycyclohexylamino)-4-(2-hydroxyethylamino)pyrimidine-5-carboxamide C(C)OC1CCC(CC1)NC1=NC=C(C(=N1)NCCO)C(=O)N